N1CC(C1)OC1=C(C=C(C=C1)NC(=O)C1(CC1)F)C=1C(=NOC1C)C N-(4-(azetidin-3-yloxy)-3-(3,5-dimethylisoxazol-4-yl)phenyl)-1-fluorocyclopropane-1-carboxamide